C(C)(C)(C)OC(=O)N1CC2=C(C(C1)C1=C(SC=C1)Cl)C=C(S2)C#N tert-Butyl-4-(2-chlorothiophen-3-yl)-2-cyano-4,7-dihydrothieno[2,3-c]pyridine-6(5H)-carboxylate